C(C)(=O)N1CCC(CC1)NCC=1C=CC(=NC1OC)C=1C(=C(C=CC1)C1=C(C(=NC=C1)C1=CC(=C(CN2C[C@H](CC2)C(=O)OC(C)C)C=C1)OC)Cl)Cl Isopropyl (S)-1-(4-(4-(3-(5-(((1-acetylpiperidin-4-yl)amino)methyl)-6-methoxypyridin-2-yl)-2-chlorophenyl)-3-chloropyridin-2-yl)-2-methoxybenzyl)pyrrolidine-3-carboxylate